FC=1C=C(C=CC1F)C1=NOC(=N1)C=1C=CCN(C1)CC=1C=NC=CC1 5-(3-(3,4-difluorophenyl)-1,2,4-oxadiazol-5-yl)-1-(pyridin-3-ylmethyl)pyridin